7-cyclopentyl-2-[[5-[(2R)-2-(hydroxymethyl)morpholin-4-yl]-2-pyridinyl]amino]-N,N-dimethylpyrrolo[2,3-d]pyrimidine-6-carboxamide C1(CCCC1)N1C(=CC2=C1N=C(N=C2)NC2=NC=C(C=C2)N2C[C@@H](OCC2)CO)C(=O)N(C)C